trans-N1-(5-(1,8-naphthyridin-3-yl)pyrrolo[2,1-f][1,2,4]triazin-2-yl)-N3-methylcyclobutane-1,3-diamine N1=CC(=CC2=CC=CN=C12)C=1C=CN2N=C(N=CC21)N[C@@H]2C[C@H](C2)NC